C(C)(C)(C)N1N=CC(=C1)S(=O)(=O)NC1=NC(=CC(=N1)OC1=C(C=CC=C1)C)C1=C(C=CC=C1)C 1-tert-Butyl-N-[4-(2-methylphenoxy)-6-(o-tolyl)pyrimidin-2-yl]pyrazole-4-sulfonamide